(Z)-1-(3-(aminomethyl)-3-fluoroazetidin-1-yl)-3-(3-(3,5-bis(trifluoromethyl)phenyl)-1H-1,2,4-triazol-1-yl)prop-2-en-1-one NCC1(CN(C1)C(\C=C/N1N=C(N=C1)C1=CC(=CC(=C1)C(F)(F)F)C(F)(F)F)=O)F